COC1=C(C=CC=C1)P(C=1C(=CSC1)S(=O)(=O)OCC(C)C)C1=C(C=CC=C1)OC isobutyl 4-bis(2-methoxyphenyl)phosphino-3-thiophenesulfonate